4b,5,9b,10-tetrahydro-1,3,6,8-tetrahydroxy-5,10-dimethylindeno[2,1-a]indene OC1=C2C(C3C(C(C4=C(C=C(C=C34)O)O)C)C2=CC(=C1)O)C